CC(CC=O)C=C(C)C 3,5-dimethylhex-4-enal